C(C)C(C(=O)OCCOCCOCCOC(C(CC)CC)=O)CC triethylene glycol bis-(2-ethylbutanoate)